NC1=C(C)C=C(C(=C1SC)N)SC 2,4-diamino-3,5-dimethyl-sulfenyl-toluene